NC1CC2(C(N(CC3=CC=C(C=C23)Cl)C)=O)C1 trans-3-amino-6'-chloro-2'-methyl-1',2'-dihydro-3'H-spiro[cyclobutane-1,4'-isoquinoline]-3'-one